2-[[4-[6-[(5-bromothiazol-2-yl)methoxy]-2-pyridyl]-2,5-difluoro-phenyl]methyl]-7-fluoro-3-[[(2S)-oxetan-2-yl]methyl]benzimidazole-5-carboxylic acid BrC1=CN=C(S1)COC1=CC=CC(=N1)C1=CC(=C(C=C1F)CC=1N(C2=C(N1)C(=CC(=C2)C(=O)O)F)C[C@H]2OCC2)F